(S)-1-((5-((4-(3-((2-(1-hydroxyethyl)-1H-imidazol-1-yl)methyl)isoxazol-5-yl)phenyl)ethynyl)pyridin-2-yl)methyl)azetidin O[C@@H](C)C=1N(C=CN1)CC1=NOC(=C1)C1=CC=C(C=C1)C#CC=1C=CC(=NC1)CN1CCC1